Cl.C(C)(C)(C)NN tert-Butylhydrazin hydrochlorid